N-[[(2R,5S)-2-[3-(4-chlorophenyl)phenyl]-3-oxo-1,4-thiazepan-5-yl]methyl]pyrimidine-2-carboxamide ClC1=CC=C(C=C1)C=1C=C(C=CC1)[C@H]1SCC[C@H](NC1=O)CNC(=O)C1=NC=CC=N1